1-ethyl-6-fluoro-1,4-dihydro-7-(8-azaspiro[4.5]dec-8-yl)-4-oxo-3-quinolinecarboxylic acid C(C)N1C=C(C(C2=CC(=C(C=C12)N1CCC2(CCCC2)CC1)F)=O)C(=O)O